COC1=CC=C(C=C1)[N+](=O)[O-] P-nitroanisole